ClC1=CC2=C(N(C=N2)[C@H]2[C@H](O)[C@H](O)[C@H](O2)CO)C=C1Cl 5,6-dichloro-1-beta-D-ribofuranosylbenzoimidazole